carnitine HCl Cl.OC(C[N+](C)(C)C)CC([O-])=O